OC=1N=C(C=NC1)C(=O)O 5-HYDROXYPYRAZINE-3-CARBOXYLIC ACID